manganese cerium tin [Sn].[Ce].[Mn]